(Z)-oct-4-en-1-ol C(CC\C=C/CCC)O